CN1C2=CC=CC=C2N(C=2C=CC=CC12)C1=C(C(=C(C(=C1N1C=2C=CC=CC2N(C2=CC=CC=C12)C)N1C=2C=CC=CC2N(C2=CC=CC=C12)C)C1=CC=CC=C1)C1=CC(=CC=C1)C=1OC2=C(N1)C=CC=C2)C2=CC(=CC=C2)C=2OC1=C(N2)C=CC=C1 2,2'-(3',4',5'-tris(10-methylphenazin-5(10H)-yl)-6'-phenyl[1,1':2',1''-terphenyl]-3,3''-diyl)bis(benzo[d]oxazole)